(2-bromo-4-nitrophenyl)-4-methylpiperazine BrC1=C(C=CC(=C1)[N+](=O)[O-])N1CCN(CC1)C